C1=CC=CC=2C3=CC=CC=C3C(C12)COC(=O)N(C(CC(=O)O)C(N1CCCCC1)=O)C 3-[9H-fluoren-9-ylmethoxycarbonyl(methyl)amino]-4-oxo-4-(1-piperidyl)butanoic acid